COC(C1=NC=CC=C1N1CCCCC1)=O piperidin-1-yl-picolinic acid methyl ester